FC(C(=O)NC1=CC=CC=C1)(C=1N(C2=CC=CC=C2C1)C)F 2,2-difluoro-2-(1-methyl-1H-indol-2-yl)-N-phenylacetamide